FC=1C=C2C(C(=CN(C2=CC1N1[C@H](CCC1)COC1=NC(=CC=C1)C)C1=CC=CC=C1)C(=O)O)=O (R)-6-fluoro-7-(2-(((6-methyl-pyridin-2-yl)oxy)methyl)pyrrolidin-1-yl)-4-oxo-1-phenyl-1,4-dihydro-quinoline-3-carboxylic acid